FC=1C(=C(C=CC1)C=1C=C(C=CC1)[C@@H](C)NC(OC(C)(C)C)=O)O tert-Butyl N-[(1R)-1-[3-(3-fluoro-2-hydroxy-phenyl)phenyl]ethyl]-carbamate